(2-(4'-butyl-[1,1'-biphenyl]-4-carbonyl)hydrazine-1-thiocarbonyl)cyclobutylcarboxamide C(CCC)C1=CC=C(C=C1)C1=CC=C(C=C1)C(=O)NNC(=S)NC(=O)C1CCC1